2',5'-dihexyloxyterphenyl-4,4''-dialdehyde C(CCCCC)OC1(C(=CC(=CC1)OCCCCCC)C1=CC=C(C=C1)C=O)C1=CC=C(C=C1)C=O